ClC=1C=NC(=NC1)C12CCC(CC2C1)OC[C@@H]1N([C@@H](C[C@@H]1NS(=O)C(F)F)C)C(=O)OC methyl (2R,3S,5R)-2-(((6-(5-chloropyrimidin-2-yl)bicyclo[4.1.0]heptan-3-yl)oxy)methyl)-3-(((difluoromethyl)sulfinyl)amino)-5-methylpyrrolidine-1-carboxylate